NC(CC1CN(C1)C1=C(C(=C(C(=N1)SC(C(=O)N)C1=CC=CC=C1)C#N)CC)C#N)=O 2-((6-(3-(2-amino-2-oxoethyl)azetidin-1-yl)-3,5-dicyano-4-ethylpyridin-2-yl)thio)-2-phenylacetamide